FC(C1(CC1)CO)F (1-(difluoromethyl)cyclopropyl)methanol